Cl.CNC(=O)C1=NC=C(C=C1)O[C@@H]1CNCC1 N-methyl-5-[(3S)-pyrrolidin-3-yloxy]pyridine-2-carboxamide HCl salt